The molecule is the general name for the hydrogen nucleus, to be used without regard to the hydrogen nuclear mass (either for hydrogen in its natural abundance or where it is not desired to distinguish between the isotopes). It is a member of atomic nucleus, a monoatomic hydrogen, a monoatomic monocation and a monovalent inorganic cation. [H+]